FC1=C(C=CC(=C1)F)C=1C2=C(N=C(N1)[C@@H]1C[C@H](OCC1)C=1C=CC(N(C1)C)=O)N=C(S2)N(C)C 5-[(2S,4S)-4-[7-(2,4-difluorophenyl)-2-(dimethylamino)thiazolo[4,5-d]pyrimidin-5-yl]tetrahydropyran-2-yl]-1-methyl-pyridin-2-one